3-bromo-2-methoxy-6-methylpyridin-4-amine BrC=1C(=NC(=CC1N)C)OC